5-((2R,4R)-4-(cyclopropylmethoxy)-1-((5-methoxy-7-methyl-1H-indol-4-yl)methyl)piperidin-2-yl)quinoline-8-carboxylic acid C1(CC1)CO[C@H]1C[C@@H](N(CC1)CC1=C2C=CNC2=C(C=C1OC)C)C1=C2C=CC=NC2=C(C=C1)C(=O)O